2-(4-(tert-butyl)phenyl)-2-aminocyclohexanone C(C)(C)(C)C1=CC=C(C=C1)C1(C(CCCC1)=O)N